OC1=CC=C(C=C1)N1[C@@H]2CN(C[C@H](C1)CC2(C)C)C(=O)OC(C)(C)C tert-butyl (1s,5s)-6-(4-hydroxyphenyl)-9,9-dimethyl-3,6-diazabicyclo[3.2.2]nonane-3-carboxylate